C(C1=CC=CC=C1)OC(NC(C(F)(F)F)C1=CC=C(C=C1)Br)=O.CC1(N(CC(N(C1)C1=CC2=C(N(C(O2)=O)C)C=C1)=O)C(=O)NCCCCC1=CC=CC=C1)C 2,2-dimethyl-4-(3-methyl-2-oxo-1,3-benzoxazol-6-yl)-5-oxo-N-(4-phenylbutyl)piperazine-1-carboxamide benzyl-1-(4-bromophenyl)-2,2,2-trifluoroethylcarbamate